C(C)[C@]1(C2=C(NC=3N=CC=CC13)CC(CC2=O)(C)C)C2=CC(=CC=C2)C2=CN=NC(=C2)C (S)-5-ethyl-8,8-dimethyl-5-(3-(6-methylpyridazin-4-yl)phenyl)-5,8,9,10-tetrahydrobenzo[b][1,8]naphthyridin-6(7H)-one